ICC(=O)NCCN N'-iodoacetylethylenediamine